N,N-Dimethyl-4-((2-(2-(trifluoromethoxy)ethyl)hydrazinyl)methyl)benzamide CN(C(C1=CC=C(C=C1)CNNCCOC(F)(F)F)=O)C